trans-4-((4-(2-Cyclopropylthiazol-5-yl)pyridin-2-yl)((trans-4-(4-methoxy-3-methylphenyl)cyclohexyl)methyl)carbamoyl)-cyclohexyl methylcarbamate CNC(O[C@@H]1CC[C@H](CC1)C(N(C[C@@H]1CC[C@H](CC1)C1=CC(=C(C=C1)OC)C)C1=NC=CC(=C1)C1=CN=C(S1)C1CC1)=O)=O